(S)-2-((((9H-fluoren-9-yl)methoxy)carbonyl)amino)-3-(4-aminophenyl)propanoic acid C1=CC=CC=2C3=CC=CC=C3C(C12)COC(=O)N[C@H](C(=O)O)CC1=CC=C(C=C1)N